4-(8-fluoronaphthalen-2-yl)-N-(4-hydroxyphenyl)butanamide FC=1C=CC=C2C=CC(=CC12)CCCC(=O)NC1=CC=C(C=C1)O